CC1=CC=C(N=N1)[C@@H](C)NC(C1=CC(=CC(=C1)OC=1SC=CN1)C=1SC(=CN1)C)=O N-[(1R)-1-(6-Methylpyridazin-3-yl)ethyl]-3-(5-methyl-1,3-thiazol-2-yl)-5-(1,3-thiazol-2-yloxy)benzamide